propylene carbonate methacrylate ([1,3-dioxolan-2-on-4-yl]methyl-methacrylate) O1C(OC(C1)CC=C(C(=O)O)C)=O.C(C(=C)C)(=O)O.C1(OCC(C)O1)=O